COC1=C(C=CC(=C1)C[C@H]2CO[C@@H]([C@H]2CO)C3=CC(=C(C=C3)O)OC)O The molecule is a lignan that is tetrahydrofuran substituted at positions 2, 3 and 4 by 4-hydroxy-3-methoxyphenyl, hydroxymethyl and 4-hydroxy-3-methoxybenzyl groups respectively (the 2S,3R,4R-diastereomer). It has a role as an antifungal agent and a plant metabolite. It is a member of oxolanes, a member of phenols, a lignan, a primary alcohol and an aromatic ether. It is an enantiomer of a (-)-lariciresinol.